4,5,6,7-tetrahydro-benzothiazol-6-amine S1C=NC2=C1CC(CC2)N